FC(C(=O)[O-])(F)F.C[N+]=1NC2=CC=CC=C2C1 2-methyl-1H-indazol-2-ium 2,2,2-trifluoroacetate salt